2-ethylmethylamino-2,4,6,8-tetramethylcyclotetrasiloxane C(C)[Si]1(O[SiH](O[SiH](O[Si](O1)(C)NC)C)C)C